tert-butyl (S)-2-(3-fluoro-4-(7-((3-(4-fluoropiperidin-1-yl)propyl)carbamoyl)benzo[d]imidazo[2,1-b]thiazol-2-yl)phenyl)pyrrolidine-1-carboxylate FC=1C=C(C=CC1C=1N=C2SC3=C(N2C1)C=CC(=C3)C(NCCCN3CCC(CC3)F)=O)[C@H]3N(CCC3)C(=O)OC(C)(C)C